4-cyano-2,3-dihydrobenzofuran-7-yl-2,8-dimethyl-5-(2,2,2-trifluoroethoxy)-1,4-dihydro-1,6-naphthyridine-3-carboxylic acid benzyl ester C(C1=CC=CC=C1)OC(=O)C1=C(N(C2=C(C=NC(=C2C1)OCC(F)(F)F)C)C1=CC=C(C=2CCOC21)C#N)C